C(C)(C)(C)OC(=O)N1CC(C1)N1N=C(C(=C1)NC(=O)C=1C=NN2C1N=CC=C2)C2=C(C=CC(=C2)S(=O)(=O)C2CC2)OC(F)F 3-(3-(5-(cyclopropylsulfonyl)-2-(difluoromethoxy)phenyl)-4-(pyrazolo[1,5-a]pyrimidine-3-carboxamido)-1H-pyrazol-1-yl)azetidine-1-carboxylic acid tert-butyl ester